N-{4-[4-(2-methoxyphenyl)piperazinyl]-trans-2-buten-1-yl}-benzoAzolin-2-one-5-carboxamide COC1=C(C=CC=C1)N1CCN(CC1)C/C=C/CNC(=O)C=1C=CC2=C(CC(N2)=O)C1